3-(8-benzoyl-6-hydroxy-6-(p-tolyl)-1,2,3,4-tetrahydropyrrolo[1,2-a]pyrimidin-7(6H)-ylidene)-6-chlorochroman-2,4-dione C(C1=CC=CC=C1)(=O)C=1C(C(N2C1NCCC2)(C2=CC=C(C=C2)C)O)=C2C(OC1=CC=C(C=C1C2=O)Cl)=O